COC1=CC=C(C=C1)CN1C(N(CCC1=O)C1=CN=C2N1C=CC(=C2)N2CCN(CC2)C(=O)OC(C)(C)C)=O Tert-butyl 4-[3-[3-[(4-methoxyphenyl)methyl]-2,4-dioxo-hexahydropyrimidin-1-yl]imidazo[1,2-a]pyridin-7-yl]piperazine-1-carboxylate